para-tolylenediamine CC1(CC=C(C=C1)N)N